CC(CCCC(=O)C)CCC=C(C)C dihydrogeranylacetone